Methyl 3-methyl-4-(pyridin-3-yl)-1H-pyrrole-2-carboxylate CC1=C(NC=C1C=1C=NC=CC1)C(=O)OC